C(C)(C)C1=C(NC2=CC=C(C=C12)C1CCNCC1)C=1C=C2C=NNC2=CC1 5-(3-isopropyl-5-(piperidin-4-yl)-1H-indol-2-yl)-1H-indazole